ON1C(=NC2=C(C1=O)N=C(C=C2)OC)C=2N=NC(=CC2)N(C2CCNCC2)C 3-hydroxy-6-methoxy-2-(6-(methyl(piperidin-4-yl)amino)pyridazin-3-yl)pyrido[3,2-d]-pyrimidin-4(3H)-one